α-ethylcyclohexylalanine C(C)[C@](NC1CCCCC1)(C)C(=O)O